CN1N=C2C(=CC(=CC2=C1)C=1N=NC2=C(N1)C=CC(=C2)C2CCNCC2)C 3-(2,7-dimethyl-2H-indazol-5-yl)-7-(piperidin-4-yl)benzo[e][1,2,4]triazine